C(C1=CC=CC=C1)OCCOCCOC[C@H](C)N1N=CC(=C1)Br 1-[(1S)-2-[2-(2-benzyloxyethoxy)ethoxy]-1-methyl-ethyl]-4-bromo-pyrazole